F[C@@H]\1[C@]2(CC[C@@](C/C1=C/C1=CN=C(N=N1)C=1C=C3C=CN=CC3=CC1O)(N2)C)C 6-(6-((Z)-((1R,2S,5S)-2-fluoro-1,5-dimethyl-8-azabicyclo[3.2.1]octan-3-ylidene)methyl)-1,2,4-triazin-3-yl)isoquinolin-7-ol